format C(=O)[O-]